S(=O)(=O)(O)[O-].C(CCC)[N+](CCCC)(CCCC)CCCC Tetrabutyl-ammonium hydrogen sulphate